FC1(CNCCC1CC#CC1=CC=CC=2N(C(N(C21)C)=O)C2C(NC(CC2)=O)=O)F 3-[4-[3-(3,3-Difluoro-4-piperidinyl)prop-1-ynyl]-3-methyl-2-oxo-benzoimidazol-1-yl]piperidine-2,6-dione